(1S,2R,5R)-8-acetyl-N-hydroxy-3-((6-(4-(2,2,2-trifluoroethoxy)phenoxy)pyridin-3-yl)sulfonyl)-3,8-diazabicyclo[3.2.1]octane-2-carboxamide C(C)(=O)N1[C@@H]2[C@@H](N(C[C@H]1CC2)S(=O)(=O)C=2C=NC(=CC2)OC2=CC=C(C=C2)OCC(F)(F)F)C(=O)NO